2-[3-[(3R)-3-benzyloxybutoxy]propyl]-4-bromo-triazole C(C1=CC=CC=C1)O[C@@H](CCOCCCN1N=CC(=N1)Br)C